tert-Butyl N-[3-methyl-5-[[2-oxo-2-[2-(3-pyridyl)-1-piperidyl]acetyl]amino]-2-pyridyl]carbamate CC=1C(=NC=C(C1)NC(C(N1C(CCCC1)C=1C=NC=CC1)=O)=O)NC(OC(C)(C)C)=O